tert-butyl 5-(6-(tert-butoxycarbonyl)-2,6-diazaspiro[3.3]heptan-2-yl)-4-fluoro-3-isopropyl-1H-pyrrolo[2,3-c]pyridine-1-carboxylate C(C)(C)(C)OC(=O)N1CC2(CN(C2)C=2C(=C3C(=CN2)N(C=C3C(C)C)C(=O)OC(C)(C)C)F)C1